COC1=CC=C(C=C)C=C1 para-methoxystyrene